O1CCN(CC1)C1=CC(=NC=2N1N=C(C2)C2=CC=NC=C2)C(C=CC2=CC=CC=C2)=O 1-(7-morpholino-2-(pyridin-4-yl)pyrazolo[1,5-a]pyrimidin-5-yl)-3-phenylprop-2-en-1-one